1,4-naphthoquinone-5,7-disulfonic acid C1(C=CC(C=2C(=CC(=CC12)S(=O)(=O)O)S(=O)(=O)O)=O)=O